4-((2,2-difluoro-1-hydroxy-7-(trifluoromethylsulfanyl)-2,3-dihydro-1H-inden-4-yl)oxy)isophthalonitrile FC1(C(C2=C(C=CC(=C2C1)OC1=C(C=C(C#N)C=C1)C#N)SC(F)(F)F)O)F